3-(1-propan-2-ylpyrazol-3-yl)-4-[4-(trifluoromethyl)piperidine-1-carbonyl]benzonitrile CC(C)N1N=C(C=C1)C=1C=C(C#N)C=CC1C(=O)N1CCC(CC1)C(F)(F)F